7-fluoro-8-((triisopropylsilyl)ethynyl)-3-methoxy-2H-isoquinolin-1-one FC1=CC=C2C=C(NC(C2=C1C#C[Si](C(C)C)(C(C)C)C(C)C)=O)OC